aminophenylmalonic acid NC(C(=O)O)(C(=O)O)C1=CC=CC=C1